[2-(2,6-dioxopiperidin-3-yl)-4-methoxy-3-oxo-2,3-dihydro-1H-isoindol-5-yl]methyl N-[4-(2,6-difluorophenoxy)phenyl]carbamate FC1=C(OC2=CC=C(C=C2)NC(OCC=2C(=C3C(N(CC3=CC2)C2C(NC(CC2)=O)=O)=O)OC)=O)C(=CC=C1)F